(S)-3-hydroxypropane-1,2-diyl Dinonanoate C(CCCCCCCC)(=O)OC[C@H](CO)OC(CCCCCCCC)=O